ClC1=CC=C(OC[C@@H]2[C@H](CCC2)NC(=O)C2=NC(=CC=C2N2N=CC=N2)OC)C=C1 N-[(1S,2S)-2-[(4-chlorophenoxy)methyl]cyclopentyl]-6-methoxy-3-(triazol-2-yl)pyridine-2-carboxamide